3-[(2,4-difluorophenoxyethylsulfanyl)methyl]-1H-1,2,4-triazol-5(4H)-one FC1=C(OCCSCC2=NNC(N2)=O)C=CC(=C1)F